ClC1=CC=C(C=C1)C1=NN=C(O1)N1CCC(CC1)C(=O)O 1-(5-(4-chlorophenyl)-1,3,4-oxadiazol-2-yl)piperidine-4-carboxylic acid